N-[(4-cyclopropanesulfonylpyridin-2-yl)methyl]-1-(6-ethoxypyrazin-2-yl)pyrazole-4-carboxamide C1(CC1)S(=O)(=O)C1=CC(=NC=C1)CNC(=O)C=1C=NN(C1)C1=NC(=CN=C1)OCC